C1(CC1)C1=C(C(=NO1)C1=C(C=NC=C1Cl)Cl)C1=CC2(C1)CCN(CC2)C=2C=C1C(=CC=NC1=CC2)OC(C)C 6-(2-(5-Cyclopropyl-3-(3,5-dichloropyridin-4-yl)isoxazol-4-yl)-7-azaspiro[3.5]non-1-en-7-yl)-4-isopropoxychinolin